N-(2-(N-morpholinyl)ethyl)-1-naphthamide N1(CCOCC1)CCNC(=O)C1=CC=CC2=CC=CC=C12